tert-butyl 4-(3-((5-cyano-4-(4-fluorophenyl)thiazol-2-yl) (ethyl)amino)-2-ethylpyrazolo[1,5-a]pyrimidin-5-yl)piperazine-1-carboxylate C(#N)C1=C(N=C(S1)N(C=1C(=NN2C1N=C(C=C2)N2CCN(CC2)C(=O)OC(C)(C)C)CC)CC)C2=CC=C(C=C2)F